methyl-octadecenoat COC(C=CCCCCCCCCCCCCCCC)=O